trans-benzyl 1-(4-(2-aminocyclopropyl)phenylamino)-4-(benzo[b]thiophen-3-yl)-1-oxobutan-2-ylcarbamate N[C@H]1[C@@H](C1)C1=CC=C(C=C1)NC(C(CCC=1C2=C(SC1)C=CC=C2)NC(OCC2=CC=CC=C2)=O)=O